tert-butyl N-[cyano-(4-fluorophenyl)methyl]carbamate C(#N)C(NC(OC(C)(C)C)=O)C1=CC=C(C=C1)F